C1(=CC=CC=C1)CC(=O)O[C@@H]1[C@](O[C@H](C1)N1C2=NC(=NC(=C2N=C1)N)F)(COC(CC1=CC=CC=C1)=O)C#C (2r,3s,5r)-5-(6-amino-2-fluoro-9H-purin-9-yl)-2-ethynyl-2-((2-phenylacetoxy) methyl)-tetrahydrofuran-3-yl 2-phenylacetate